tert-butyl (3-bromo-5-(((1S,2R)-2-hydroxycyclohexyl)amino)pyrazolo[1,5-a]pyrimidin-7-yl)(cyclopropylmethyl)carbamate BrC=1C=NN2C1N=C(C=C2N(C(OC(C)(C)C)=O)CC2CC2)N[C@@H]2[C@@H](CCCC2)O